Methyl 4-amino-1,3-dimethylimidazo[1,5-a]quinoxaline-8-carboxylate NC=1C=2N(C3=CC(=CC=C3N1)C(=O)OC)C(=NC2C)C